C(C)(C)/C(/C(=O)OCC(=C)C)=C(/C(=O)OCC(=C)C)\C(C)C di(2-methylallyl) 2,3-diisopropylmaleate